4-(difluoromethyl)-3-fluoropicolinic acid FC(C1=C(C(=NC=C1)C(=O)O)F)F